2-Ethanethiol CCS